COC1CCN(CC1)C(=O)C=1C=C(C=CC1F)C=1C=CC=2N(N1)C(=CC2Cl)C(=O)N 2-[3-(4-methoxypiperidin-1-yl-formyl)-4-fluoro-phenyl]-5-chloro-pyrrolo[1,2-b]pyridazine-7-carboxamide